acrylic acid octyl amide hydroxypropyl-methacrylate butyl-aminoethyl-methacrylate C(CCC)C(=C(C(=O)O)C)CCN.OCCCOC(C(=C)C)=O.C(CCCCCCC)NC(C=C)=O